BrC=1C=C2C=CC(=CC2=CC1)NC(=O)[C@H]1N(CC[C@H]1O)C(CC)=O (2S,3R)-N-(6-bromonaphthalen-2-yl)-3-hydroxy-1-propionylpyrrolidine-2-carboxamide